C(C)OC(=O)C=1N=C2N(C(=NC(=C2C2=CC(=NC=C2)OC)C2=CC(=CC=C2)C#N)NCC2=C(C=C(C=C2)OC)OC)C1 7-(3-cyanophenyl)-5-(2,4-dimethoxybenzylamino)-8-(2-methoxypyridin-4-yl)imidazo[1,2-c]pyrimidine-2-carboxylic acid ethyl ester